methyl (2S)-5-amino-6-(benzylamino)-2-methyl-1,2,3,4-tetrahydronaphthalene-1-carboxylate NC1=C2CC[C@@H](C(C2=CC=C1NCC1=CC=CC=C1)C(=O)OC)C